CC1=CC=CC(=N1)C1=NC=CC(=N1)NC1=NC(=NC=C1)NC1=CC=C(NCC2CN(C2)C(C)=O)C=C1 1-[3-[[4-[[4-[[2-(6-methyl-2-pyridyl)pyrimidin-4-yl]amino]pyrimidin-2-yl]amino]anilino]methyl]azetidin-1-yl]ethanone